C(C)(C)(C)OC(=O)N1[C@@H]2CN(CC[C@H]1CC2)C2=NC(=NC1=C(C(=CC=C21)Br)F)F (1S,6R)-3-(7-bromo-2,8-difluoroquinazolin-4-yl)-3,9-diazabicyclo[4.2.1]nonane-9-carboxylic acid tert-butyl ester